N[C@H]1CN(CCC1)C1=NN=C(C(N1CC1=C(C#N)C=CC(=C1)F)=O)C (R)-2-((3-(3-aminopiperidin-1-yl)-6-methyl-5-oxo-1,2,4-triazin-4(5H)-yl)Methyl)-4-fluorobenzonitrile